CC1(C(C(C1O)(C)C)O)C 2,2,4,4-Tetramethylcyclobutan-1,3-diol